COCCOCCOC1=C(C=CC=C1)C1(C2C(NC(C2=C(C(=C1C1=CC=CC=C1)C1=CC=CC=C1)C)=O)=O)C 4-(2-(2-(2-methoxyethoxy)ethoxy)phenyl)-4,7-dimethyl-5,6-diphenyl-1H-isoindole-1,3(2H)-dione